4-amino-2,2-bipyridyl cobalt sulfate S(=O)(=O)([O-])[O-].[Co+2].NC1=CC(=NC=C1)C1=NC=CC=C1